3-[2-(4-chloro-3-fluorophenoxy)acetamido]-N-[(pyridin-2-yl)methyl]bicyclo[1.1.1]pentane-1-carboxamide ClC1=C(C=C(OCC(=O)NC23CC(C2)(C3)C(=O)NCC3=NC=CC=C3)C=C1)F